sodium p-methoxybenzenesulfinate 7,7-dimethyl-6-oxo-1,2,5-dithiazepane-4-carboxylate CC1(C(NC(CSS1)C(=O)[O-])=O)C.COC1=CC=C(C=C1)S(=O)O.[Na+]